N-(2-(4-(((tert-butoxycarbonyl)amino)methyl)-phenyl)thiazole-4-carbonyl)-O-(tert-butyldimethylsilyl)-L-serine C(C)(C)(C)OC(=O)NCC1=CC=C(C=C1)C=1SC=C(N1)C(=O)N[C@@H](CO[Si](C)(C)C(C)(C)C)C(=O)O